5-[2-[(4-methylsulfonylpiperazin-1-yl)methyl]-7-morpholino-thieno[2,3-c]pyridin-5-yl]pyrimidin-2-amine dimesylate hydrate O.S(C)(=O)(=O)O.S(C)(=O)(=O)O.CS(=O)(=O)N1CCN(CC1)CC1=CC=2C(=C(N=C(C2)C=2C=NC(=NC2)N)N2CCOCC2)S1